4-(2,6-dimethylpyridin-4-yl)-1-(5-(isopropylsulfanyl)-4-(2-methoxyphenyl)thiazol-2-yl)-3-methyl-1H-pyrazole-5-carboxylic acid CC1=NC(=CC(=C1)C=1C(=NN(C1C(=O)O)C=1SC(=C(N1)C1=C(C=CC=C1)OC)SC(C)C)C)C